NC1=CC=C(OC=2N=C(SC2C2=NC(=NC=C2)N[C@@H]2CN(C[C@H](C2)F)C(=O)OC(C)(C)C)C)C=C1 tert-butyl (3S,5S)-3-[[4-[4-(4-aminophenoxy)-2-methyl-thiazol-5-yl]pyrimidin-2-yl]amino]-5-fluoro-piperidine-1-carboxylate